tert-Butyl 2-(3-methylphenyl)-7-azaspiro[3.5]nonane-7-carboxylate CC=1C=C(C=CC1)C1CC2(C1)CCN(CC2)C(=O)OC(C)(C)C